6-vinyl-nicotinonitrile C(=C)C1=NC=C(C#N)C=C1